cycloheptenyl-ethylene C1(=CCCCCC1)C=C